benzyl-(4-hydroxyphenyl)methyl-sulfonium C(C1=CC=CC=C1)[SH+]CC1=CC=C(C=C1)O